NC1=NC=CC(=C1)C=1OC=C(N1)C(=O)NC=1C=C2C(=NC1N1CC(CCC1)O[Si](C)(C)C(C)(C)C)N=C(S2)N2CCOCC2 2-(2-aminopyridin-4-yl)-N-(5-(3-((tertbutyldimethylsilyl)oxy)piperidin-1-yl)-2-morpholinothiazolo[4,5-b]pyridin-6-yl)oxazole-4-carboxamide